C1(CCC1)NC1=CC(=NC=N1)C(=O)NCC(CN1CC=2NC3=CC=CC=C3C2CC1)O 6-(Cyclobutylamino)-N-(2-hydroxy-3-{1H,2H,3H,4H,9H-pyrido[3,4-b]indol-2-yl}propyl)pyrimidine-4-carboxamide